1-(2-methoxyethyl)-1H-pyridine COCCN1CC=CC=C1